N-[[1-[6-(1-methylpyrazol-4-yl)pyrazolo[1,5-a]pyrazin-4-yl]-2-piperidyl]methyl]prop-2-ynamide CN1N=CC(=C1)C=1N=C(C=2N(C1)N=CC2)N2C(CCCC2)CNC(C#C)=O